[C-]1(C=CC=C1)\C(=C/C=1C(=CC(=C(C1)OC)OC)OC)\C1=C(C=C(C=C1)OC)OC.[CH-]1C=CC=C1.[Fe+2] (E)-5-(2-ferrocenyl-2-(2,4-dimethoxyphenyl)vinyl)-1,2,4-trimethoxybenzene